1-(3,4-dimethylpyrimido[4',5':4,5]thieno[2,3-c]pyridazin-8-yl)azetidine-3-carboxamide CC1=C(C2=C(N=N1)SC1=C2N=CN=C1N1CC(C1)C(=O)N)C